{[(3S)-4-[(3S)-1-acetyl-2-oxopyrrolidin-3-yl]-3-({N-[(4-methoxy-1H-indol-2-yl)carbonyl]-L-leucyl}amino)-2-oxobutyl]oxy}methyl propanoate C(CC)(=O)OCOCC([C@H](C[C@H]1C(N(CC1)C(C)=O)=O)NC([C@@H](NC(=O)C=1NC2=CC=CC(=C2C1)OC)CC(C)C)=O)=O